C(C)(C)(C)OC(NCC=1C=C2CN(C(C2=CC1)=O)[C@]1(C(NC(CC1)=O)=O)C)=O (R)-((2-(3-methyl-2,6-dioxopiperidin-3-yl)-1-oxoisoindolin-5-yl)methyl)carbamic acid tert-butyl ester